2-Ethyl cyanoacrylate C(#N)C(C(=O)OCC)=C